FC1(C(=CC(C=C1)=O)C)F 4,4-difluoro-3-methylcyclohex-2,5-dien-1-one